(Z)-1-fluoro-2-(2H-1,2,3-triazol-2-yl)prop-1-en-1-amine F\C(=C(\C)/N1N=CC=N1)\N